FC(C1=C(CN2N=CC(=C2)NC(=O)C2=NOC(=C2)C=2SC=CC2)C=CC(=C1)C(F)(F)F)(F)F N-(1-(2,4-bis(trifluoromethyl)benzyl)-1H-pyrazol-4-yl)-5-(thiophen-2-yl)isoxazole-3-carboxamide